(2S,5S)-5-((S)-2-(2-hydroxyphenyl)-4,5-dihydrothiazol-4-yl)-1-methylpyrrolidine-2-carboxylic acid OC1=C(C=CC=C1)C=1SC[C@@H](N1)[C@@H]1CC[C@H](N1C)C(=O)O